4-(1H-imidazol-1-yl)-N-(2-isopropylcyclohexyl)picolinamide N1(C=NC=C1)C1=CC(=NC=C1)C(=O)NC1C(CCCC1)C(C)C